N-[2-(N,N-dimethylamino)-ethyl]-methacrylamide CN(C)CCNC(C(=C)C)=O